C(C=C)[C@@H]1[C@H](C[C@H](C1)O)S(=O)(=O)N (1S,2S,4S)-2-ALLYL-4-HYDROXYCYCLOPENTANE-1-SULFONAMIDE